N-(5-chloro-2',6'-bis(phenylselanyl)-[1,1'-biphenyl]-2-yl)picolinamide ClC=1C=CC(=C(C1)C1=C(C=CC=C1[Se]C1=CC=CC=C1)[Se]C1=CC=CC=C1)NC(C1=NC=CC=C1)=O